benzyl-N-(2-bromo-4-methyl-phenyl)-N-[(4-methoxyphenyl)methyl]-2-methyl-6-(1-methyltriazol-4-yl)piperidine-4-carboxamide C(C1=CC=CC=C1)N1C(CC(CC1C=1N=NN(C1)C)C(=O)N(CC1=CC=C(C=C1)OC)C1=C(C=C(C=C1)C)Br)C